4,5-DIAMINO-2-CHLOROBENZALDEHYDE NC1=CC(=C(C=O)C=C1N)Cl